C1=CC=CC=2C3=CC=CC=C3N(C12)C=1C=C(C(=CC1)N1C2=CC=CC=C2C=2C=CC=CC12)C1=CC=CC=C1 3,6-bis(carbazol-9-yl)biphenyl